7-(hydroxymethyl)pyrazolo[1,5-a]pyrido[3,2-e]pyrazine-4(5H)-one OCC1=CC=2NC(C=3N(C2N=C1)N=CC3)=O